tert-butyl N-[3-methyl-5-[[2-[(2R,5S)-5-methyl-2-(3-piperidyl)-1-piperidyl]-2-oxo-acetyl]amino]-2-pyridyl]carbamate CC=1C(=NC=C(C1)NC(C(=O)N1[C@H](CC[C@@H](C1)C)C1CNCCC1)=O)NC(OC(C)(C)C)=O